4-[5-(2-aminoethyl)pyrimidin-2-yl]-3-(5-morpholin-4-ylpyridin-3-yl)oxybenzonitrile NCCC=1C=NC(=NC1)C1=C(C=C(C#N)C=C1)OC=1C=NC=C(C1)N1CCOCC1